N1(COC(CC1)C(=O)[O-])C(=O)[O-] 3-oxapiperidine-1,4-dicarboxylate